6-methoxy-5-methyl-6-oxo-1,5-diphenylhex-3-yl benzoate C(C1=CC=CC=C1)(=O)OC(CCC1=CC=CC=C1)CC(C(=O)OC)(C1=CC=CC=C1)C